phenyl-tris-(2-methoxyethoxy)silane C1(=CC=CC=C1)[Si](OCCOC)(OCCOC)OCCOC